ClC=1C=C2C(=NN1)N(C[C@@H]1N2C[C@@H](C1)OC1=CC=C(C=C1)C=O)C(=O)OC(C)(C)C tert-butyl (6aR,8R)-2-chloro-8-(4-formyl-phenoxy)-6a,7,8,9-tetrahydropyrrolo[1',2':4,5]pyrazino[2,3-c]pyridazine-5(6H)-carboxylate